OC1=C(C=C(C=C1C(C1=CC=CC=C1)(C)C)C(CC(C)(C)C)(C)C)N1N=C2C(=N1)C=CC=C2 2-[2'-Hydroxy-3'-(α,α-dimethylbenzyl)-5'-(1,1,3,3-tetramethylbutyl)phenyl]-benzotriazole